O[C@@H]1C=C(O[C@@H]1CO)C=O (4R,5R)-4-hydroxy-5-hydroxymethyl-4,5-dihydrofuran-2-formaldehyde